2-(2-Benzyloxycarbonylhydrazino)-2-methyltridecanoic acid C(C1=CC=CC=C1)OC(=O)NNC(C(=O)O)(CCCCCCCCCCC)C